C(C=C)(=O)NCCN(C(C=C)=O)CCNC(C=C)=O N,N-bis(2-acrylamidoethyl)acrylamide